ClC1=NC(=CC(=N1)N1CCN(CC1)C(=O)[O-])C 4-(2-chloro-6-methylpyrimidin-4-yl)piperazine-1-carboxylate